C1(=CC=CC=C1)N1C=2C=CC=CC2C2(C3=CC=CC=C3C=3C=CC(=CC23)[Si](C2=CC=CC=C2)(C2=CC=CC=C2)C2=CC=CC=C2)C2=CC=CC=C12 10-phenyl-2'-(triphenylsilyl)-10H-spiro[acridine-9,9'-fluorene]